ClC1=C(C(N(N=C1)COCC[Si](C)(C)C)=O)C(F)(F)F 5-chloro-4-(trifluoromethyl)-2-((2-(trimethylsilyl)ethoxy)methyl)pyridazine-3(2H)-one